4-(dimethylamino)-1,3,5-triazin CN(C1=NC=NC=N1)C